ClC1=C(C(=O)O)C=CC(=C1)NC=1C=2N(C=CN1)C(=CN2)I 2-chloro-4-[(3-iodoimidazo[1,2-a]pyrazin-8-yl)amino]benzoic acid